4,4'-bis(p-trichlorosilylpropylphenyl)phenylaminobiphenyl Cl[Si](Cl)(Cl)CCCC1=CC=C(C=C1)C1=CC=C(C=C1)NC1=C(C=CC=C1)C1=CC=C(C=C1)C1=CC=C(C=C1)CCC[Si](Cl)(Cl)Cl